3-((1r,4r)-4-(2,6-Difluorophenyl)cyclohexyl)-7-methyl-1-((3-(trifluoromethoxy)pyridin-2-yl)methyl)-1,8-naphthyridin-2(1H)-one FC1=C(C(=CC=C1)F)C1CCC(CC1)C=1C(N(C2=NC(=CC=C2C1)C)CC1=NC=CC=C1OC(F)(F)F)=O